niobium-lead [Pb].[Nb]